S1[SiH2]C=CC=C1 thiasilin